propyl para-hydroxybenzoate (propyl p-hydroxybenzoate) C(CC)C1=C(C(=O)O)C=CC(=C1)O.OC1=CC=C(C(=O)OCCC)C=C1